CC=1C=NC=C(C(=O)NC2=CC(=CC=C2)[C@H](C)NC=2C=C3C(=NC2)C=CN3C)C1 (S)-5-methyl-N-(3-(1-((1-methyl-1H-pyrrolo[3,2-b]pyridin-6-yl)amino)ethyl)phenyl)nicotinamide